OC1=CC=C(CC2=C(C=C(C=3C4=CC=C(C=C4C=CC23)O)OC)O)C=C1 1-p-hydroxybenzyl-2,7-dihydroxy-4-methoxyl-phenanthrene